FC=1C(=NC=C(C1)F)C1=C(C(=CC(=C1)F)F)C1CC(=NO1)N1C[C@H]([C@H](C1)F)NS(=O)(=O)C N-[(3R,4S)-1-{5-[2-(3,5-difluoropyridin-2-yl)-4,6-difluorophenyl]-4,5-dihydro-1,2-oxazol-3-yl}-4-fluoropyrrolidin-3-yl]methanesulfonamide